C(NC1=NC=C(C2=CC(=NC=C12)N)C1=NN2C(C=CC(=C2)N2C[C@@H](OCC2)C)=N1)([2H])([2H])[2H] (S)-N1-(methyl-d3)-4-(6-(2-methylmorpholino)-[1,2,4]triazolo[1,5-a]pyridin-2-yl)-2,7-naphthyridine-1,6-diamine